Di-tert-butyl [(1R)-1-(2-bromo-5-chlorophenyl)propyl]imidodicarbonate BrC1=C(C=C(C=C1)Cl)[C@@H](CC)N(C(=O)OC(C)(C)C)C(=O)OC(C)(C)C